ClC=1C=CC(=C(C(=O)N2C3CC([C@H]([C@H]2CNC=2SC4=NC=CC=C4N2)C)C3)C1)N1N=CC=N1 |o1:12,13| N-{[(3S,4R) or (3R,4S)-2-[5-chloro-2-(2H-1,2,3-triazol-2-yl)benzoyl]-4-methyl-2-azabicyclo[3.1.1]heptan-3-yl]methyl}-[1,3]thiazolo[5,4-b]pyridin-2-amine